1-(4-cyanophenyl)-4-nitro-3-(trifluoromethyl)-1H-pyrazole-5-carboxamide C(#N)C1=CC=C(C=C1)N1N=C(C(=C1C(=O)N)[N+](=O)[O-])C(F)(F)F